3,7-dimethyl-5-methyleneoctyl isopropyl oxalate C(C(=O)OC(C)C)(=O)OCCC(CC(CC(C)C)=C)C